7-(dimethylamino)heptyl acetate C(C)(=O)OCCCCCCCN(C)C